CC1=CC=C2C=CC=C3CCC(C1=C32)=O 9-methyl-2,3-dihydro-1H-phenalen-1-one